1-(3-(((4,4-bis(octyloxy) butanoyl) oxy) methyl)-5-(hydroxymethyl) benzyl) azelate C(CCCCCCCC(=O)[O-])(=O)OCC1=CC(=CC(=C1)CO)COC(CCC(OCCCCCCCC)OCCCCCCCC)=O